1,20-icosandicarboxylic acid C(CCCCCCCCCCCCCCCCCCCC(=O)O)C(=O)O